C(C)(C)(C)OC(=O)N([C@@H](CC(C)C)C(=O)N1[C@H](CN(CC1)S(=O)(=O)C=1C=NC=CC1)C(=O)O)C (R)-1-(N-(tert-Butoxycarbonyl)-N-methyl-L-leucyl)-4-(pyridin-3-ylsulfonyl)piperazine-2-carboxylic acid